N-(3,3-Difluoro-1-methyl-cyclobutyl)-4-[[2-(1H-indazol-6-yl)acetyl]amino]pyridine-2-carboxamide FC1(CC(C1)(C)NC(=O)C1=NC=CC(=C1)NC(CC1=CC=C2C=NNC2=C1)=O)F